C(#N)C1=CC(=C(C=C1OC1=C(C=CC=C1)C)NC(OC)=O)F methyl [4-cyano-2-fluoro-5-(2-methylphenoxy)phenyl]carbamate